NC=1C=CC2=C(C(NC3(CCCCC3)O2)=O)C1 6-aminospiro[benzo[e][1,3]oxazine-2,1'-cyclohexane]-4(3H)-one